F[C@H]1[C@H](C2=C(C(=CC(=C2C1)[C@H]1C[C@@H]([C@@H](C=2C=C(C=C(C12)C#N)F)F)F)F)S(=O)(=O)C)O (5R,6S,8R)-8-[(1S,2R)-2,6-difluoro-1-hydroxy-7-mesyl-4-indanyl]-3,5,6-trifluoro-5,6,7,8-tetrahydro-1-naphthonitrile